C(CCCCC(=O)OCC1CC2C(CC1)O2)(=O)OCC2CC1C(CC2)O1 bis-(3,4-epoxycyclohexylmethyl) adipate